(1R,3R)-2,2-Dichloro-3-(3,5-dichlorophenyl)-N-(2-fluoro-3-(2,2,3,3,4,4,4-heptafluorobutanamido)phenyl)cyclopropane-1-carboxamide ClC1([C@H]([C@@H]1C1=CC(=CC(=C1)Cl)Cl)C(=O)NC1=C(C(=CC=C1)NC(C(C(C(F)(F)F)(F)F)(F)F)=O)F)Cl